3-ethyl-5-methyl-2-[6-[rac-(3aS,7aR)-6-methyl-3,3a,4,5,7,7a-hexahydro-2H-pyrrolo[2,3-c]pyridin-1-yl]pyridazin-3-yl]phenol C(C)C=1C(=C(C=C(C1)C)O)C=1N=NC(=CC1)N1CC[C@H]2[C@@H]1CN(CC2)C |r|